COC(=O)C1N(C(N(C1)C(=O)C1CC(C1)CCNC1=NC=CC=N1)=O)S(=O)(=O)C1=C(C=C(C=C1C)C)C 2-Oxo-1-{3-[2-(pyrimidin-2-ylamino)-ethyl]-cyclobutanecarbonyl}-3-(2,4,6-trimethyl-benzenesulfonyl)-imidazolidine-4-carboxylic acid methyl ester